5-(2-(1-methyl-1H-pyrazol-4-yl)phenyl)-3-methylenedihydrofuran-2(3H)-one CN1N=CC(=C1)C1=C(C=CC=C1)C1CC(C(O1)=O)=C